3-((5S,7S)-7-fluoro-5-phenyl-6,7-dihydro-5H-pyrrolo[1,2-b][1,2,4]triazol-2-yl)propionitrile F[C@H]1C[C@H](N2N=C(N=C21)CCC#N)C2=CC=CC=C2